NC=1C=C(C=C(C1)C(F)(F)F)[C@@H](C)NC=1C2=C(N=C(N1)OCCOC)C=NC(=C2)N2CCCC2 (R)-N-(1-(3-amino-5-(trifluoromethyl)phenyl)ethyl)-2-(2-methoxyethoxy)-6-(pyrrolidin-1-yl)pyrido[3,4-d]pyrimidin-4-amine